3-(2-acetyl-3-oxobut-1-en-1-yl)benzo[b]thiophene-7-carbonitrile C(C)(=O)C(=CC=1C2=C(SC1)C(=CC=C2)C#N)C(C)=O